C(C)(=O)NCC=CC(=O)NCC1CN(C2=CC=CC=C2C1)C1=CC=C(C=C1)C(F)(F)F 4-acetamido-N-((1-(4-(trifluoromethyl)phenyl)-1,2,3,4-tetrahydroquinolin-3-yl)methyl)but-2-enamide